3-amino-N-(3-chloro-4-fluorophenyl)-N-methyl-2-((6-methyl-4-(trifluoromethyl)pyridin-2-ylpyridin-2-yl)amino)acrylamide NC=C(C(=O)N(C)C1=CC(=C(C=C1)F)Cl)NC1=NC=CC=C1C1=NC(=CC(=C1)C(F)(F)F)C